C1CC12CCN(CC2)CCO[C@H](C)C2=CC=C(C=N2)C2=CC=1C3=C(N=NC1C=C2)N(C(N3C(C)C)=O)C (R)-8-(6-(1-(2-(6-azaspiro[2.5]octan-6-yl)ethoxy)ethyl)pyridin-3-yl)-1-isopropyl-3-methyl-1H-imidazo[4,5-c]cinnolin-2(3H)-one